C1(CCCCC1)CCC=1C(=C(C(=O)N)C=CC1)O (2-cyclohexylethyl)-2-hydroxybenzamide